C(=O)C=1C=C2CCCN(C2=CC1)C1=NOC(=N1)C=1C(=C(C#N)C=CC1)OC(C)C (3-(6-formyl-3,4-dihydroquinolin-1(2H)-yl)-1,2,4-oxadiazol-5-yl)-2-isopropoxybenzonitrile